methyl (2R,3S,6R)-2-allyl-6-((4S,5S)-5-(azidomethyl)-2,2-dimethyl-1,3-dioxolan-4-yl)-5-((tert-butoxycarbonyl)amino)-4-oxotetrahydro-2H-pyran-2-carboxylate C(C=C)[C@]1(O[C@H](C(C(C1)=O)NC(=O)OC(C)(C)C)[C@H]1OC(O[C@H]1CN=[N+]=[N-])(C)C)C(=O)OC